3-((3,5-dichloro-4-((5-isopropyl-6-oxo-1,6-dihydropyridazin-3-yl)oxy)phenyl)amino)butanoic acid ClC=1C=C(C=C(C1OC1=NNC(C(=C1)C(C)C)=O)Cl)NC(CC(=O)O)C